N-(4-fluoro-3-methoxy-phenyl)imidazo[1,2-a]pyridine-6-carboxamide FC1=C(C=C(C=C1)NC(=O)C=1C=CC=2N(C1)C=CN2)OC